(E)-N'-(6-bromo-2-(methylthio)pyrido[2,3-d]pyrimidin-7-yl)-N,N-dimethylformimidamide BrC1=CC2=C(N=C(N=C2)SC)N=C1/N=C/N(C)C